C(C)(C)(C)C=1C(=NC2=CC=C(C=C2C1)C=O)C1CCN(CC1)C(C)=O tert-butyl-2-(1-acetyl-4-piperidinyl)quinoline-6-carbaldehyde